NC1=CC=C(C=C1)N1C(NC(NC1=O)=O)=O 1-(4-aminophenyl)-1,3,5-triazine-2,4,6-trione